CC1=NCCNCC1 5-methyl-2,3,6,7-tetrahydro-1H-1,4-diazepine